(S)-N-((S)-1-(5-(3-fluoro-2-morpholinopyridin-4-yl)-1H-imidazol-2-yl)-7-oxononyl)-6-methyl-6-azaspiro[2.5]octane-1-carboxamide FC=1C(=NC=CC1C1=CN=C(N1)[C@H](CCCCCC(CC)=O)NC(=O)[C@H]1CC12CCN(CC2)C)N2CCOCC2